NCCN1C(C=2C=C(C(=CC2C2=C1COC[C@@H]2N(C(=O)NC2=CC(=C(C=C2)F)Cl)C)F)F)=O (R)-1-(5-(2-aminoethyl)-8,9-difluoro-6-oxo-1,4,5,6-tetrahydro-2H-pyrano[3,4-c]isoquinolin-1-yl)-3-(3-chloro-4-fluorophenyl)-1-methylurea